tert-Butyl 4-(5-(3,4-dimethylisoxazol-5-yl)-1H-pyrazol-3-yl)piperidine-1-carboxylate tert-Butyl-4-(3-(3,4-dimethylisoxazol-5-yl)-3-oxopropanoyl)piperidine-1-carboxylate C(C)(C)(C)OC(=O)N1CCC(CC1)C(CC(=O)C1=C(C(=NO1)C)C)=O.CC1=NOC(=C1C)C1=CC(=NN1)C1CCN(CC1)C(=O)OC(C)(C)C